C[C@H]1CN(CCN1C=1C=CC=2N=CN=C(C2N1)NC1=CC(=C(C=C1)OC1=CC2=C(N(C=N2)C)C=C1)C)C(C=C)=O 1-[(3S)-3-methyl-4-[4-({3-methyl-4-[(1-methyl-1,3-benzodiazol-5-yl)oxy]phenyl}amino)pyrido[3,2-d]pyrimidin-6-yl]piperazin-1-yl]prop-2-en-1-one